(1R,4S)-N-((S)-1-(6-(4-fluoro-1H-pyrazol-1-yl)pyridin-3-yl)ethyl)-4-hydroxy-4-(4-methyl-6-((5-methyl-1H-pyrazol-3-yl)amino)pyridin-2-yl)cyclohexanecarboxamide FC=1C=NN(C1)C1=CC=C(C=N1)[C@@H](C)NC(=O)C1CCC(CC1)(C1=NC(=CC(=C1)C)NC1=NNC(=C1)C)O